NC1=C(C(=NC=N1)C=1C(=C(C=C(C1)F)NC(C1=C(C=C(C=C1)C1CC1)F)=O)C)OCCN(C(C=C)=O)C N-[3-(6-Amino-5-{2-[methyl(prop-2-enoyl)amino]ethoxy}pyrimidin-4-yl)-5-fluoro-2-methylphenyl]-4-cyclopropyl-2-fluorobenzamide